ClC1=CC(=C(C(=O)NC=2C=NC=CC2)C=C1C#N)S(=O)(=O)C 4-Chloro-5-cyano-2-methanesulfonyl-N-(pyridin-3-yl)benzamide